2-(5-(1-((1S,2S,3S,5S,6S)-2,6-difluoro-1-methyl-8-azabicyclo[3.2.1]octan-3-yl)vinyl)pyrazin-2-yl)-5-(1H-imidazol-1-yl)phenol F[C@@H]1[C@@]2(C[C@@H]([C@H](C[C@H]1C(=C)C=1N=CC(=NC1)C1=C(C=C(C=C1)N1C=NC=C1)O)N2)F)C